3-Methoxy-N,N-diethylpropanamide COCCC(=O)N(CC)CC